C(C)(C)(C)OC(=O)N1C[C@@]2(NC3=NC(=C(C=C3CC2)B(O)O)C)CC1 (S)-(1-(tert-butoxycarbonyl)-7'-methyl-3',4'-dihydro-1'H-spiro[pyrrolidine-3,2'-[1,8]naphthyridine]-6'-yl)boronic acid